5-[4-amino-5-(trifluoromethyl)pyrrolo[2,1-f][1,2,4]triazin-7-yl]-N-{4-fluoro-1-[(6-methylpyridin-2-yl)methyl]pyrrolidin-3-yl}-2-methoxypyridine-3-carboxamide NC1=NC=NN2C1=C(C=C2C=2C=C(C(=NC2)OC)C(=O)NC2CN(CC2F)CC2=NC(=CC=C2)C)C(F)(F)F